BrC=1C=C(C=CC1)C(C(=O)OC)OC Methyl 2-(3-bromophenyl)-2-methoxyacetate